Cl.Cl.FC1([C@@H]([C@H](CCC1)N1CCN(CC1)C(C)C)N)F (1R,6S)-2,2-difluoro-6-[4-(propan-2-yl)piperazin-1-yl]cyclohexan-1-amine dihydrochloride